Leucylasparagine N[C@@H](CC(C)C)C(=O)N[C@@H](CC(N)=O)C(=O)O